BrC=1C=C(NC2(CCC3(N(C(C4=CC=CC=C34)=O)C3=CC(=CC=C3)OC)CC2)C#N)C=CC1 (1s,4s)-4-(3-bromoanilino)-2'-(3-methoxyphenyl)-3'-oxo-2',3'-dihydrospiro[cyclohexane-1,1'-isoindole]-4-carbonitrile